COC1=CC=C2C3(CC=4C(=NOC4C2=C1)C(=O)OCC)CCC3 ethyl 8'-methoxy-4'H-spiro[cyclobutane-1,5'-naphtho[2,1-d]isoxazole]-3'-carboxylate